FC1=CC=C(C=2C=NNC12)N 7-fluoro-1H-indazol-4-amine